3-(4-amino-2-tolyl)-5-(3,4-dimethoxyphenyl)pyridin-2-amine NC1=CC(=C(C=C1)C)C=1C(=NC=C(C1)C1=CC(=C(C=C1)OC)OC)N